C(C)(C)(C)N(C(O)=O)C=1C=NNC1.COC1=CC=C(CN(S(=O)(=O)C2=CC3=C(N=C(S3)N[C@@H]3C[C@H](CC3)NC3=NC=C(C=N3)SC)C=C2)CC2=CC=C(C=C2)OC)C=C1 N,N-bis(4-methoxybenzyl)-2-(((trans)-3-((5-(methylthio)pyrimidin-2-yl)amino)cyclopentyl)amino)benzo[d]thiazole-6-sulfonamide tert-Butyl-1H-pyrazol-4-ylcarbamate